C(C)C1=C(C=C(C(=C1)O)F)C1=CC=C2C(=NNC2=C1)C=1NC=C(N1)CN(C(=O)N1C[C@@H](CC1)O)C (R)-N-((2-(6-(2-Ethyl-5-Fluoro-4-Hydroxyphenyl)-1H-Indazol-3-yl)-1H-Imidazol-4-yl)methyl)-3-Hydroxy-N-Methylpyrrolidin-1-Carboxamid